COC(=O)C1=CC(=NC=C1OC)OC1=C(C=C(C=C1Cl)[N+](=O)[O-])Cl 2-(2,6-dichloro-4-nitro-phenoxy)-5-methoxy-pyridine-4-carboxylic acid methyl ester